C(C)N1N=C(C(=C1)C1=NC(=NC=C1)NC1=CC(=C(C=C1)N1CCNCC1)C)C=1C=NC=CC1 4-(1-Ethyl-3-(pyridin-3-yl)-1H-pyrazol-4-yl)-N-(3-methyl-4-(piperazin-1-yl)phenyl)pyrimidin-2-amin